2,3-di-(9-(Z)-octadecenyloxy)-prop-1-yl-N,N,N-trimethylammonium chloride [Cl-].C(CCCCCCC\C=C/CCCCCCCC)OC(C[N+](C)(C)C)COCCCCCCCC\C=C/CCCCCCCC